2-chloro(bromo)-5-chloromethylthiazole ClC=1SC(=C(N1)Br)CCl